zinc chloride, hydrate O.[Cl-].[Zn+2].[Cl-]